1,4-bis(α-cyano-4-octadecyloxystyryl)-2,5-dimethoxy-benzene C(#N)C(=CC1=CC=C(C=C1)OCCCCCCCCCCCCCCCCCC)C1=C(C=C(C(=C1)OC)C(=CC1=CC=C(C=C1)OCCCCCCCCCCCCCCCCCC)C#N)OC